C(CCC\C=C/C\C=C/C\C=C/C\C=C/C\C=C/CC)SC(C(=O)OCC)(C)C Ethyl 2-((5Z,8Z,11Z,14Z,17Z)-eicosa-5,8,11,14,17-pentaenylthio)-2-methylpropionate